N-(5-(((3R,4S)-4-isopropyltetrahydrofuran-3-yl)oxy)-1,3,4-thiadiazol-2-yl)-5'-methoxy-2',6-dimethyl-[4,4'-bipyridine]-3-carboxamide C(C)(C)[C@@H]1[C@H](COC1)OC1=NN=C(S1)NC(=O)C=1C=NC(=CC1C1=CC(=NC=C1OC)C)C